N(C1=CC=CC=C1)C1=NN2C(CN(CC2)C(\C=C\CN(C)C)=O)=C1C1=CC=NC=C1 (2E)-1-[2-anilino-3-(pyridin-4-yl)-6,7-dihydropyrazolo[1,5-a]pyrazin-5(4H)-yl]-4-(dimethylamino)but-2-en-1-one